CC=1NC(=C(C(C1C(=O)OCC#C)C1=CSC2=C1C=NC=C2)[N+](=O)[O-])C 1,4-Dihydro-2,6-dimethyl-5-nitro-4-[thieno[3,2-c]pyridin-3-yl]-3-pyridinecarboxylic acid, 2-propynyl ester